C(C1=CC=CC=C1)C1CC(N(CC1)C(=O)OC(C)(C)C)C(=O)O 4-benzyl-1-(tert-butoxycarbonyl)piperidine-2-carboxylic acid